C1(CC1)CC=1C(=C2CCCC2=CC1)NC(=O)C1=C(OC=C1C(C)(C)O)S(=O)(=O)N ((5-(cyclopropylmethyl)-2,3-dihydro-1H-inden-4-yl)carbamoyl)-4-(2-hydroxypropan-2-yl)furan-2-sulfonamide